phenyl-(S)-2-((S)-2-cinnamyl-3-cyclohexylpropionamido)-3-((S)-2-oxopyrrolidin-3-yl)propane C1(=CC=CC=C1)C[C@H](C[C@H]1C(NCC1)=O)NC([C@@H](CC1CCCCC1)CC=CC1=CC=CC=C1)=O